CC1=CC=C(C=C1)S(=O)(=O)O.CC1(C(N(C2=CC=CC=C12)C1CCN(CC1)C([C@H](CCC1=CC=CC=C1)NC(=O)[C@H]1CNCCC1)=O)=O)C (R)-N-((S)-1-(4-(3,3-dimethyl-2-oxoindolin-1-yl)piperidin-1-yl)-1-oxo-4-phenylbutan-2-yl)piperidine-3-carboxamide p-toluenesulfonate salt